CN1C(=NC(=C1)NC(CCNC(=O)C=1NC=C(C1)NC(=O)C=1N(C=CN1)C)=O)C(=O)OCC ethyl 1-methyl-4-(3-{[4-(1-methylimidazole-2-amido)-1H-pyrrol-2-yl]formamido}propanamido)imidazole-2-carboxylate